8-(trifluoromethyl)-10H-phenoxazine-3-carbaldehyde FC(C1=CC=C2OC=3C=C(C=CC3NC2=C1)C=O)(F)F